NC=1C=2CCCC2C=C2CCC(C12)CCCCCCN1N=C(C=C1)S(=O)(=O)N(CC1=CC=C(C=C1)OC)CC1=CC=C(C=C1)OC 1-(6-(8-amino-1,2,3,5,6,7-hexahydro-s-indacen-1-yl)hexyl)-N,N-bis(4-methoxy-benzyl)-1H-pyrazole-3-sulfonamide